1-(3-(5-amino-6-(4-(pyridin-2-yloxy)phenyl)quinazolin-8-yl)pyrrolidin-1-yl)prop-2-en-1-one NC1=C2C=NC=NC2=C(C=C1C1=CC=C(C=C1)OC1=NC=CC=C1)C1CN(CC1)C(C=C)=O